2-(6-Chloro-benzothiazol-2-ylamino)-1-methyl-1H-benzoimidazole-5-carboxylic acid [2-(3,3-difluoro-piperidin-1-yl)-ethyl]-amide FC1(CN(CCC1)CCNC(=O)C1=CC2=C(N(C(=N2)NC=2SC3=C(N2)C=CC(=C3)Cl)C)C=C1)F